S1C(=NC2=C1C=CC=C2)NC(C2=CN=C1N2C=C(C=C1)Cl)C1=C(C=CC2=CC=CC=C12)O ((benzo[d]thiazol-2-ylamino)(6-chloroimidazo[1,2-a]pyridin-3-yl)methyl)naphthalen-2-ol